C(C)(=O)N1[C@H]2CN([C@@H](C1)C2)C2=NN=C(S2)C=2C(=CC(=NC2)C2=CC=C1N2N=CC(=C1)C#N)NC(C)C 7-(5-(5-((1R,4R)-5-acetyl-2,5-diazabicyclo[2.2.1]hept-2-yl)-1,3,4-thiadiazol-2-yl)-4-(isopropylamino)pyridin-2-yl)pyrrolo[1,2-b]pyridazine-3-carbonitrile